C1(=CC=CC=C1)NC(=O)C1CN(CCC1)C(=O)C1=CC(=NC2=CC=CC=C12)C1=CC=NC=C1 N-phenyl-1-[2-(pyridin-4-yl)quinoline-4-carbonyl]piperidine-3-carboxamide